C(CCCC)OC(COC1=NC=CC=C1SC1=C(C=C(C(=C1)N1C(N(C(=CC1=O)C(F)(F)F)N)=O)F)Cl)=O n-Pentyl-{[3-({5-[3-amino-2,6-dioxo-4-(trifluoromethyl)-3,6-dihydropyrimidin-1(2H)-yl]-2-chloro-4-fluorophenyl}sulfanyl)pyridin-2-yl]oxy}acetat